CN(C=CC(=O)C=1C(=NC=CC1O[C@H]1C[C@H](CC1)NC(OC(C)(C)C)=O)OC)C tert-butyl ((1S,3R)-3-((3-(3-(dimethylamino)acryloyl)-2-methoxypyridin-4-yl)oxy)cyclopentyl)carbamate